1-benzyl 2-methyl (2R,4R)-4-((2S,4S)-1-(tert-butoxycarbonyl)-4-fluoro-N-(2-methoxyethyl)pyrrolidine-2-carboxamido)pyrrolidine-1,2-dicarboxylate C(C)(C)(C)OC(=O)N1[C@@H](C[C@@H](C1)F)C(=O)N(CCOC)[C@@H]1C[C@@H](N(C1)C(=O)OCC1=CC=CC=C1)C(=O)OC